(3-oxo-3-(tritylamino)propyl)-L-alaninate O=C(CCN[C@@H](C)C(=O)[O-])NC(C1=CC=CC=C1)(C1=CC=CC=C1)C1=CC=CC=C1